N4-[2-(6-methyl-2-pyridyl)pyrimidin-4-yl]-N2-[4-methyl-3-[[rac-(3R,5S)-3,5-dimethylpiperazin-1-yl]methyl]phenyl]pyrimidine-2,4-diamine CC1=CC=CC(=N1)C1=NC=CC(=N1)NC1=NC(=NC=C1)NC1=CC(=C(C=C1)C)CN1C[C@H](N[C@H](C1)C)C |r|